C(C)(C)(C)[C@H]1OCC(CNC1COCC1=CC=CC=C1)(F)F tert-butyl-(R)-3-((benzyloxy)methyl)-6,6-difluoro-1,4-oxazepane